N-[4-chloro-2-methyl-6-(methyl-carbamoyl)phenyl]-2-(2,2-difluoroethyl)-5-(trifluoromethyl)pyrazole-3-carboxamide ClC1=CC(=C(C(=C1)C(NC)=O)NC(=O)C=1N(N=C(C1)C(F)(F)F)CC(F)F)C